toluyl-thioketen C1(=C(C=CC=C1)C=C=S)C